CC1=CCC2(C1C2)C(C)C The molecule is a thujene that has a bicyclo[3.1.0]hex-2-ene skeleton which is substituted at positions 2 and 5 by methyl and isopropyl groups, respectively.